1-(2-((2-((3-chloro-2-fluorophenylmethyl)amino)-2-oxoethyl)(cyclopropyl)amino)-2-oxoethyl)-5-nitro-1H-indazole-3-carboxamide ClC=1C(=C(C=CC1)CNC(CN(C(CN1N=C(C2=CC(=CC=C12)[N+](=O)[O-])C(=O)N)=O)C1CC1)=O)F